N-(1'-(6-methyl-2-(oxetan-3-ylmethoxy)pyrimidin-4-yl)-1',2'-dihydrospiro[cyclopropane-1,3'-pyrrolo[3,2-c]pyridin]-6'-yl)acetamide CC1=CC(=NC(=N1)OCC1COC1)N1CC2(C=3C=NC(=CC31)NC(C)=O)CC2